(R)-1-(4-(4-((1-(3-(1,1-difluoro-2-hydroxy-2-methylpropyl)-2-fluorophenyl)ethyl)amino)-2-methylpyrido[3,4-d]pyrimidin-6-yl)-4-oxido-1,4-azaphosphinan-1-yl)ethan-1-one FC(C(C)(C)O)(F)C=1C(=C(C=CC1)[C@@H](C)NC=1C2=C(N=C(N1)C)C=NC(=C2)P2(CCN(CC2)C(C)=O)=O)F